CC1=C(C(C2=CC=CC=C2C1=O)=O)CC1=CC=C(C(=N1)C#N)C(F)(F)F 6-((3-methyl-1,4-dioxo-1,4-dihydronaphthalen-2-yl)methyl)-3-(trifluoromethyl)picolinonitrile